OC(COC=1C=C(C=2N(C1)N=CC2C#N)C=2C=NC(=CC2)N2C[C@@H]1C([C@H](C2)C1)NC1=NC=CC=C1)(C)C 6-(2-hydroxy-2-methylpropoxy)-4-(6-((1R,5S,6r)-6-(pyridin-2-ylamino)-3-azabicyclo[3.1.1]heptan-3-yl)pyridin-3-yl)pyrazolo[1,5-a]pyridine-3-carbonitrile